ClC1=C2C(=CC3(CCC=4C(=NC(=NC4C3)OCC3CCC4CCCN34)N3C[C@@H](N(CC3)C(C(=C)F)=O)CC#N)C2=CC=C1)C 2-((2S)-4-(4-chloro-2'-((hexahydro-1H-pyrrolizin-3-yl)methoxy)-3-methyl-5',8'-dihydro-6'H-spiro[inden-1,7'-quinazolin]-4'-yl)-1-(2-fluoroacryloyl)piperazin-2-yl)acetonitrile